2-chloro-5-fluoro-4-(1H-pyrazol-3-yl)pyrimidine ClC1=NC=C(C(=N1)C1=NNC=C1)F